1-(2,4-dichlorophenyl)-5-phenylpyrazole-3-carboxylate ClC1=C(C=CC(=C1)Cl)N1N=C(C=C1C1=CC=CC=C1)C(=O)[O-]